FC(C=1C=NC(=NC1)N1CC2CCC(C1)N2C(=O)OC(C)(C)C)(F)F tert-butyl 3-(5-(trifluoromethyl)pyrimidin-2-yl)-3,8-diazabicyclo(3.2.1)octane-8-carboxylate